CCCCCCCCCCNCCN[C@]1(C[C@@H](O[C@H]([C@H]1O)C)O[C@@H]2[C@H]([C@@H]([C@H](O[C@H]2OC3=C4C=C5C=C3OC6=C(C=C(C=C6)[C@H]([C@H](C(=O)N[C@H](C(=O)N[C@H]5C(=O)N[C@@H]7C8=CC(=C(C=C8)O)C9=C(C(=C(C=C9[C@H](NC(=O)[C@H]([C@@H](C1=CC(=C(O4)C=C1)Cl)O)NC7=O)C(=O)O)O)CNCP(=O)(O)O)O)CC(=O)N)NC(=O)[C@@H](CC(C)C)NC)O)Cl)CO)O)O)C The molecule is a glycopeptide that is vancomycin substituted at position N-3'' by a 2-(decylamino)ethyl group and at position C-29 by a (phosphonomethyl)aminomethyl group. Used as its hydrochloride salt for treatment of adults with complicated skin and skin structure infections caused by bacteria. It has a role as an antibacterial drug and an antimicrobial agent. It derives from a vancomycin.